C(CCCC)OC(C=C)=O acrylic acid n-amyl ester